5-fluoro-2-(2-methoxyethyl)-6-(4,4,5,5-tetramethyl-1,3,2-dioxaborolan-2-yl)isoquinolin-1(2H)-one FC1=C2C=CN(C(C2=CC=C1B1OC(C(O1)(C)C)(C)C)=O)CCOC